ClC1=C(OCC=2C(=C(C=CC2)C2=C(C=CC=C2)C)C)C=C(C(=C1)C=O)OC 3'-((2-chloro-4-formyl-5-methoxyphenoxy)methyl)-2,2'-dimethyl-[1,1'-biphenyl]